N-(1,6-dimethyl-9H-xanthen-9-yl)-2-oxo-5-propyl-6-(trifluoromethyl)-1,2-dihydropyridine-3-carboxamide CC1=CC=CC=2OC3=CC(=CC=C3C(C12)NC(=O)C=1C(NC(=C(C1)CCC)C(F)(F)F)=O)C